CN1N=CC2=C1N=C(N(C2=O)C2=CC=CC=C2)SCC2=CC=C(C=O)C=C2 4-(((1-methyl-4-oxo-5-phenyl-4,5-dihydro-1H-pyrazolo[3,4-d]pyrimidin-6-yl)thio)methyl)benzaldehyde